Cl.ClC1=C(CNCC(=O)O)C=C(C=C1)C=1OC(=NN1)C=1C(=C(C=CC1)C1=CC=CC=C1)C (2-Chloro-5-(5-(2-methyl-[1,1'-biphenyl]-3-yl)-1,3,4-oxadiazol-2-yl)benzyl)glycine hydrochloride